N-(4-(1H-IMIDAZOL-2-YL)PHENYL)-3-(3-OXO-2,3-DIHYDRO-4H-BENZO[B][1,4]THIAZIN-4-YL)PROPANAMIDE N1C(=NC=C1)C1=CC=C(C=C1)NC(CCN1C2=C(SCC1=O)C=CC=C2)=O